C(CCCCCCCCCCCCCCCCC)(=O)OCCCCCCCC\C=C/C\C=C/CCCCC Linoleyl Stearate